ClC1=NC=CC2=C1N=NC(=C2)NC(=O)C2CC2 N-(8-chloropyrido[3,4-c]pyridazin-3-yl)cyclopropanecarboxamide